Sodium 3-(4-hydroxy-3-methoxyphenyl)acrylate OC1=C(C=C(C=C1)C=CC(=O)[O-])OC.[Na+]